FC1=C(C(=NC(=N1)C=1SC(=CC1)C(=O)OC)OC)C(F)(F)F 6-fluoro-4-methoxy-2-[5-(methoxycarbonyl)-2-thienyl]-5-(trifluoromethyl)pyrimidine